N-benzyl-2-(2-(5-bromo-3-((5S,6S)-3-oxo-5,6-diphenyl-3,4,5,6-tetrahydropyrazin-2-yl)-1H-indol-1-yl)acetyl)hydrazinethiocarboxamide C(C1=CC=CC=C1)NC(=S)NNC(CN1C=C(C2=CC(=CC=C12)Br)C1=N[C@H]([C@@H](NC1=O)C1=CC=CC=C1)C1=CC=CC=C1)=O